6-amino-7-(3-hydroxy-2,6-dimethyl-phenyl)-2-[(3R)-3-hydroxypyrrolidin-1-yl]pyrrolo[2,3-d]pyrimidine-5-carbonitrile NC1=C(C2=C(N=C(N=C2)N2C[C@@H](CC2)O)N1C1=C(C(=CC=C1C)O)C)C#N